4-(6-((4-hydroxyphenyl)ethynyl)-4,4-dimethyl-3,4-dihydroquinolin-1(2H)-yl)-4-oxobutanoic acid OC1=CC=C(C=C1)C#CC=1C=C2C(CCN(C2=CC1)C(CCC(=O)O)=O)(C)C